C12CN(CC(O1)C2)CC(=O)N2CC1=C(CC2)N=C(N1)C1=NNC2=CC(=CC(=C12)F)C1=C(C=C(C(=C1)F)O)CC 2-(6-oxa-3-azabicyclo[3.1.1]hept-3-yl)-1-(2-(6-(2-ethyl-5-fluoro-4-hydroxyphenyl)-4-fluoro-1H-indazol-3-yl)-3,4,6,7-tetrahydro-5H-imidazo[4,5-c]pyridin-5-yl)ethan-1-one